4-cyano-4'-undecyloxy-p-terphenyl C(#N)C1=CC=C(C=C1)C1=CCC(C=C1)(C1=CC=CC=C1)OCCCCCCCCCCC